6-formyl-3-methylimidazo[1,2-a]pyridine-8-carboxylic acid methyl ester COC(=O)C=1C=2N(C=C(C1)C=O)C(=CN2)C